bis-[4-(mesitylenesulfonyl)phenyl]urea C1(=C(C(=CC(=C1)C)C)S(=O)(=O)C1=CC=C(C=C1)NC(NC1=CC=C(C=C1)S(=O)(=O)C1=C(C=C(C=C1C)C)C)=O)C